tert-butyl 3-{[6-(dihydroxymethyl)piperidin-3-yl]oxy}-2-methylazetidine-1-carboxylate OC(C1CCC(CN1)OC1C(N(C1)C(=O)OC(C)(C)C)C)O